chroman-6-carboxylic acid [2-(2-oxa-5-aza-spiro[3.4]oct-5-yl)-benzooxazol-5-yl]-amide C1OCC12N(CCC2)C=2OC1=C(N2)C=C(C=C1)NC(=O)C=1C=C2CCCOC2=CC1